methyl (S)-1-(5-amino-4-(3,4-dimethylpiperazin-1-yl)-2-fluorophenyl)-1H-1,2,3-triazole-4-carboxylate NC=1C(=CC(=C(C1)N1N=NC(=C1)C(=O)OC)F)N1C[C@@H](N(CC1)C)C